4-(4-bromo-5-ethoxy-1H-pyrazol-3-yl)-2-fluorobenzonitrile BrC=1C(=NNC1OCC)C1=CC(=C(C#N)C=C1)F